(S)-methyl 2-(3-(2-((4-chloro-2-fluorobenzyl) oxy)-5,8-dihydro-1,7-naphthyridin-7(6H)-yl) propyl)-3-(oxetan-2-ylmethyl)-3H-imidazo[4,5-b]pyridine-5-carboxylate ClC1=CC(=C(COC2=NC=3CN(CCC3C=C2)CCCC2=NC=3C(=NC(=CC3)C(=O)OC)N2C[C@H]2OCC2)C=C1)F